[Fe].C(CC[C@@H](C(=O)O)NC(=O)C1=CC=C(NCC2=CN=C3N=C(N)NC(=O)C3=N2)C=C1)(=O)O Folic Acid Iron